C(CCCCCCCCCCC)[N+](CCCS(=O)(=O)[O-])(C)C 3-(Dodecyl-dimethylammonio)-propane-sulfonate